C(CCC)C(COC(CCCCCCCCCO)=O)CCCCCC.NCCCCCCCN 1,7-diaminoheptane 2-butyloctyl-10-hydroxydecanoate